FC(C(=O)O)(F)F.CN(C(=O)O\N=C(/C)\[C@H]1CC[C@H]2[C@@H]3CCC4C[C@H](CC[C@@]4([C@H]3CC[C@]12C)C)O)CCNC (E)-1-((3S,8R,9S,10S,13S,14S,17S)-3-hydroxy-10,13-dimethylhexadecahydro-1H-cyclopenta[a]phenanthren-17-yl)ethan-1-one O-(methyl(2-(methylamino)ethyl)carbamoyl) oxime trifluoroacetate